CC=1C2=C(N(N1)CC=1C(=CC(=NC1)C=1CCNCC1)C)CN(C2)C2=C1C=CC=NC1=C(C=C2)C#N 5-(3-methyl-1-((4-methyl-1',2',3',6'-tetrahydro-[2,4'-bipyridine]-5-yl)methyl)-4,6-dihydropyrrolo[3,4-c]pyrazol-5(1H)-yl)quinoline-8-carbonitrile